FC=1C=C(C=C(C1OC1=C2C(=NC=C1)NC=C2C(F)(F)F)F)NC=2OC[C@@](CN2)(C)CO |r| (+/-)-{2-[(3,5-difluoro-4-{[3-(trifluoromethyl)-1H-pyrrolo[2,3-b]pyridin-4-yl]oxy}phenyl)amino]-5-methyl-5,6-dihydro-4H-1,3-oxazin-5-yl}methanol